6-(4-methyl-3,4-dihydro-2H-1,4-benzoxazin-7-yl)-4-oxo-4,5-dihydropyrazolo[1,5-a]pyrazine-2-carboxamide CN1CCOC2=C1C=CC(=C2)C=2NC(C=1N(C2)N=C(C1)C(=O)N)=O